FC1(CCN(CC1)C(=O)C=1C=C2C=CC(=C(C2=CC1)C=1C=C2C=NNC(C2=CC1)=O)C)F 6-(6-(4,4-difluoropiperidine-1-carbonyl)-2-methylnaphthalen-1-yl)phthalazin-1(2H)-one